8-[2-chloro-3-(2,3-dichloro-4-pyridyl)phenyl]-4-oxo-pyrido[1,2-a]pyrimidine-3-carbaldehyde ClC1=C(C=CC=C1C1=C(C(=NC=C1)Cl)Cl)C1=CC=2N(C(C(=CN2)C=O)=O)C=C1